(2,6-difluoro-4-(3-hydroxyazetidin-1-yl)phenyl)piperidine-2,6-dione FC1=C(C(=CC(=C1)N1CC(C1)O)F)N1C(CCCC1=O)=O